iron-vanadium-nickel-molybdenum [Mo].[Ni].[V].[Fe]